N[C@H](C(=O)O)CCCCC(F)(F)F (S)-2-Amino-7,7,7-trifluoroheptanoic acid